methyl 5-{5-[(4-{[(5-bromo-2-nitrophenyl) amino] methyl} hexyl) oxy]-1-methylpyrazol-4-yl}-1-methyl-6-oxopyridine-3-carboxylate BrC=1C=CC(=C(C1)NCC(CCCOC1=C(C=NN1C)C1=CC(=CN(C1=O)C)C(=O)OC)CC)[N+](=O)[O-]